N-(2-(S-methylsulfonimidoyl)pyridin-4-yl)-1H-pyrazole-5-carboxamide CS(=O)(=N)C1=NC=CC(=C1)NC(=O)C1=CC=NN1